[S-2].[Ce+3].[S-2].[S-2].[Ce+3] cerium-sulfide